C1(=CC=C(C=C1)C(=O)O)C#CC1=CC=C(C=C1)C(=O)O 4,4'-tolanedicarboxylic acid